tert-butyl (3'R)-2-(6-amino-5-cyanopyridin-3-yl)-6,7-dihydro-1'H-spiro[pyrazolo[5,1-c][1,4]oxazine-4,3'-pyrrolidine]-1'-carboxylate NC1=C(C=C(C=N1)C1=NN2C(=C1)[C@@]1(CN(CC1)C(=O)OC(C)(C)C)OCC2)C#N